6-fluoro-8-methylisoquinoline FC=1C=C2C=CN=CC2=C(C1)C